F[C@@H]1CN(C[C@H]1O)C(=O)C1=CC=CC=C1 ((3R,4R)-3-fluoro-4-hydroxypyrrolidin-1-yl)(phenyl)methanone